zinc-titanium [Ti].[Zn]